Methyl 2-fluoro-5-methyl-4-nitrobenzoate FC1=C(C(=O)OC)C=C(C(=C1)[N+](=O)[O-])C